4-butyl-1-dodecene C(CCC)C(CC=C)CCCCCCCC